3-Ethynyl-6-methyldibenzo[c,f][1,2]thiazepin-11(6H)-one 5,5-dioxide C(#C)C1=CC2=C(C(C3=C(N(S2(=O)=O)C)C=CC=C3)=O)C=C1